C1(CCCCC1)PC1=C(C=CC=C1)C1=C(C=CC=C1OC(C)C)OC(C)C cyclohexylphosphino-2',6'-di-i-propoxy-1,1'-biphenyl